2-(6-Azaspiro[2.5]octan-6-yl)-4-(R-cyclopropylsulfonimidoyl)-N-(2-(4,4-difluoro-1-piperidinyl)-6-methyl-4-pyrimidinyl)benzamide hydrochloride Cl.C1CC12CCN(CC2)C2=C(C(=O)NC1=NC(=NC(=C1)C)N1CCC(CC1)(F)F)C=CC(=C2)[S@@](=O)(=N)C2CC2